dimethyl-N'-(2-amino-4-(4-trifluoromethylphenyl)thiazol-5-yl-methyl)ethylenediamine CN(CCNCC1=C(N=C(S1)N)C1=CC=C(C=C1)C(F)(F)F)C